4'-((4-methoxypyridin-2,6-diyl)bis(1H-1,2,3-triazol-4,1-diyl))bis(2-hydroxybenzoic acid) COC1=CC(=NC(=C1)C=1N=NN(C1)C=1C(=C(C(=O)O)C=CC1)O)C=1N=NN(C1)C=1C(=C(C(=O)O)C=CC1)O